E-β-Homolysine N[C@@H](CCCCN)CC(=O)O